C(C(CC(CCCCCCCCCCCC#C)O)O)O 16-heptadecyne-1,2,4-triol